CC=1N(C=CN1)C1=C(C#N)C=CC=C1 2-(2-methyl-1H-imidazol-1-yl)benzonitrile